1-(2-((2R,4R)-4-fluoro-2-((R)-1-hydroxy-2-(6-methylpyridin-2-yl)ethyl)pyrrolidin-1-yl)-2-oxoethyl)-5-(2-methylpyrazolo[1,5-a]pyrimidin-6-yl)-1H-indole-3-carboxamide F[C@@H]1C[C@@H](N(C1)C(CN1C=C(C2=CC(=CC=C12)C=1C=NC=2N(C1)N=C(C2)C)C(=O)N)=O)[C@@H](CC2=NC(=CC=C2)C)O